FC(C1=C(C=CC(=C1)C(F)(F)F)C1CCC2=C(N(C1=O)CC#CC=1C=NN(C1)CS(=O)(=O)C)C=C(C(=C2)F)F)(F)F 3-(2,4-bis(trifluoromethyl)phenyl)-7,8-difluoro-1-(3-(1-(methylsulfonylmethyl)-1H-pyrazol-4-yl)prop-2-ynyl)-4,5-dihydro-1H-benzo[b]azepin-2(3H)-one